C1(=CC=CC=C1)C=1N=C(N2C1OC=C2)C2=CC=C(C(=O)O)C=C2 4-(7-phenylimidazo[5,1-b]oxazol-5-yl)benzoic acid